OC1(CC(C1)C(=O)N1CC2(C1)C[C@@H](CC2)C=2N=CN1C2CCCC1)C |r| (rac)-((1s,3s)-3-Hydroxy-3-methylcyclobutyl)(6-(5,6,7,8-tetrahydroimidazo[1,5-a]pyridin-1-yl)-2-azaspiro[3.4]octan-2-yl)methanon